NC=1C=C(C=C(C1)C=1C=NN(C1)C)NC(OC1CCC1)=O cyclobutyl (3-amino-5-(1-methyl-1H-pyrazol-4-yl)phenyl)carbamate